benzyl ((2R,3S)-1-benzyl-2-(1-(4-fluorophenyl)-1H-indazol-5-yl)-2-methyl-5-oxopyrrolidin-3-yl)carbamate C(C1=CC=CC=C1)N1[C@]([C@H](CC1=O)NC(OCC1=CC=CC=C1)=O)(C)C=1C=C2C=NN(C2=CC1)C1=CC=C(C=C1)F